2-acryloxy-n-butylthio-5-n-butylthio-1,3,4-thiadiazole C(C=C)(=O)OC(CSC=1SC(=NN1)SCCCC)CC